FC=1C(=CC=2C3=C(NC(C2C1)=O)COC[C@@H]3N(C(=O)C=3NC1=CC=C(C=C1C3)CC)C)F (R)-N-(8,9-difluoro-6-oxo-1,4,5,6-tetrahydro-2H-pyrano[3,4-c]isoquinolin-1-yl)-5-ethyl-N-methyl-1H-indole-2-carboxamide